COC(C1=C(C=C(C(=O)OC)C(=C1)OCCCCCCCC)OCCCCCCCC)=O 2,5-dioctyl-oxy-terephthalic acid dimethyl ester